4-[3-({5-[(1R,4R,7R)-7-amino-2-azabicyclo[2.2.1]heptane-2-carbonyl]-7-chloro-2-[1-(cyclopropylmethyl)-1H-indol-2-yl]-1H-1,3-benzodiazol-1-yl}methyl)azetidine-1-carbonyl]benzonitrile N[C@H]1[C@@H]2N(C[C@H]1CC2)C(=O)C2=CC1=C(N(C(=N1)C=1N(C3=CC=CC=C3C1)CC1CC1)CC1CN(C1)C(=O)C1=CC=C(C#N)C=C1)C(=C2)Cl